FC=1C(=NC=CC1C)[C@@H](CCOC)N1C[C@@H](N([C@@H](C1)C)C(C(C)C)=O)C(=O)NCC1=CC=C(C=C1)CCC (2R,6R)-4-[(1R)-1-(3-fluoro-4-methylpyridin-2-yl)-3-methoxypropyl]-6-methyl-1-(2-methylpropanoyl)-N-[(4-propylphenyl)methyl]piperazine-2-carboxamide